NC=1C(=NC=C(N1)N1CCC2([C@@H]([C@@H](OC2)C)N)CC1)SC=1C(=C(C=CC1)N1C2N(C(C=C1O)=O)CCCC2)Cl N-(3-((3-Amino-5-((3S,4S)-4-amino-3-methyl-2-oxa-8-azaspiro[4.5]decan-8-yl)pyrazin-2-yl)thio)-2-chlorophenyl)-2-hydroxy-4-oxo-6,7,8,9-tetrahydro-4H-pyrido[1,2-a]pyrimidin